ClC1=CC(=C(C=C1)C=C(C)C1=C(C(=O)NCC(=O)N2C(CC(C2)(F)F)C#N)C=CN=C1)C 3-(1-(4-chloro-2-methylphenyl)prop-1-en-2-yl)-N-(2-(2-cyano-4,4-difluoropyrrolidin-1-yl)-2-oxoethyl)isonicotinamide